trimethylolpropane tri(2-piperazinyl propionate) N1(CCNCC1)C(C(=O)O)C.N1(CCNCC1)C(C(=O)O)C.N1(CCNCC1)C(C(=O)O)C.C(O)C(CC)(CO)CO